ClC1=C(C=C(C=C1)F)[C@H]1NC(C=2C1=C(C=C1CN(C(NC21)=O)CC(F)F)NC(C2=CC(=CC(=C2)C(F)(F)F)F)=O)=O (S)-N-(7-(2-chloro-5-fluorophenyl)-3-(2,2-difluoroethyl)-2,9-dioxo-2,3,4,7,8,9-hexahydro-1H-pyrrolo[3,4-h]quinazolin-6-yl)-3-fluoro-5-(trifluoromethyl)benzamide